C1(CCC1)CC=1N=CC2=C(N1)NC=C2C2=CC=1N(C=C2)N=CC1C(=O)NCC(C)(C)F 5-(2-(cyclobutylmethyl)-7H-pyrrolo[2,3-d]pyrimidin-5-yl)-N-(2-fluoro-2-methylpropyl)pyrazolo[1,5-a]pyridine-3-carboxamide